N-(8'-bromo-2-methyl-4'H-spiro[cyclopropane-1,5'-naphtho[2,1-d]isoxazol]-3'-yl)-2,4-dimethoxypyridine-3-sulfonamide BrC1=CC=C2C3(CC=4C(=NOC4C2=C1)NS(=O)(=O)C=1C(=NC=CC1OC)OC)C(C3)C